Br.C1(=CC=CC=C1)C1=C(C(=NS1)O)C1CCNCC1 5-phenyl-4-(4-piperidinyl)-3-hydroxyisothiazole hydrobromide